(S,E)-1-(6-(2-ethoxyvinyl)-4-(trifluoromethyl)pyridin-2-yl)-N-(2-methoxy-5-methylphenyl)-N-methylpyrrolidine-2-carboxamide C(C)O/C=C/C1=CC(=CC(=N1)N1[C@@H](CCC1)C(=O)N(C)C1=C(C=CC(=C1)C)OC)C(F)(F)F